2-(3,5-dimethyl-1H-pyrazole-1-carboxamido)ethyl methacrylate C(C(=C)C)(=O)OCCNC(=O)N1N=C(C=C1C)C